5-fluoro-2-(pyrrolidin-1-yl)pyrimidin-4-amine FC=1C(=NC(=NC1)N1CCCC1)N